C[P] methylphosphorus